Cl.ClCC[NH+](CC)CC 2-chloroethyl-N,N-diethylammonium hydrochloride